F[C@H]1CN(CC[C@H]1NC1=CC=CC=2N1N=C(C2C=C)C#CCNC2=C(C=C(C=C2)S(=O)(=O)C)OC)C(=O)NC (3S,4R)-3-fluoro-4-((2-(3-((2-methoxy-4-(methylsulfonyl)phenyl)amino)prop-1-yn-1-yl)-3-vinylpyrazolo[1,5-a]pyridin-7-yl)amino)-N-methylpiperidine-1-carboxamide